(E)-5-(3-(4-(dimethylamino)phenyl)acryloyl)-4-methylthieno[2,3-b]pyridin-6(7H)-one CN(C1=CC=C(C=C1)/C=C/C(=O)C1=C(C2=C(NC1=O)SC=C2)C)C